C(C)OC(=O)NC=1C(=NC=CC1)N1CCN(CC1)[C@H]1CC2(CN(C2)C(=O)OCC)CC1 ethyl (6R)-6-[4-[3-(ethoxycarbonylamino)-2-pyridyl]piperazin-1-yl]-2-azaspiro[3.4]octane-2-carboxylate